C1(CC(CCC1)CN1C(C=CC1=O)=O)CN1C(C=CC1=O)=O 1'-(cyclohexane-1,3-diylbis(methylene))bis(1H-pyrrole-2,5-dione)